2-propylheptyloxyaminopropionitrile C(CC)C(CONC(C#N)C)CCCCC